NC1=NC(=CC(=N1)C=1N=NN(C1)CC1=CC=CC(=N1)C1(CCOCC1)CC(=O)O)C1=CC(=CC=C1)C#N {4-[6-({4-[2-amino-6-(m-cyanophenyl)-4-pyrimidinyl]-1H-1,2,3-triazol-1-yl}methyl)-2-pyridinyl]tetrahydro-2H-pyran-4-yl}acetic acid